3-cyclobutyl-10-methoxy-2,3,4,5-tetrahydro-1H-benzofuro[2,3-d]azepine C1(CCC1)N1CCC2=C(CC1)C1=C(O2)C=CC=C1OC